C(#N)[C@H](CC1=CC=C(C=C1)C=1C=CC2=C(N(C(CO2)=O)C)C1)NC(=O)[C@H]1OCCCNC1 (2S)-N-{(1S)-1-cyano-2-[4-(4-methyl-3-oxo-3,4-dihydro-2H-1,4-benzoxazin-6-yl)phenyl]ethyl}-1,4-oxaazepane-2-carboxamide